Arsenic water O.[As]